4-(4-((1R,5S)-3,8-diazabicyclo[3.2.1]oct-3-yl)-8-fluoro-2-((1-methylpiperidin-2-yl)methoxy)-5-(propynyl)pyrido[4,3-d]pyrimidin-7-yl)-5-ethynyl-6-fluoronaphthalen-2-ol [C@H]12CN(C[C@H](CC1)N2)C=2C1=C(N=C(N2)OCC2N(CCCC2)C)C(=C(N=C1C#CC)C1=CC(=CC2=CC=C(C(=C12)C#C)F)O)F